(R)-N-(7-(1-(1-propenylpiperidin-3-yl)-4-amino-1H-pyrazolo[3,4-d]pyrimidin-3-yl)benzo[d][1,3]dioxol-4-yl)-4-tert-butylbenzamide C(=CC)N1C[C@@H](CCC1)N1N=C(C=2C1=NC=NC2N)C2=CC=C(C1=C2OCO1)NC(C1=CC=C(C=C1)C(C)(C)C)=O